C(C)S(=O)(=O)[O-] ethane-sulfonate